C(CCCCC)[SiH2]O[SiH2]O[SiH3] hexyltrisiloxane